4-(1-methyl-1H-imidazol-2-yl)benzonitrile CN1C(=NC=C1)C1=CC=C(C#N)C=C1